γ-isocyanato-propyltrimethoxysilane N(=C=O)CCC[Si](OC)(OC)OC